8-(5-chloropyridin-2-yl)-N-methyl-6,9-dioxo-5-(4-(trifluoromethyl)benzyl)-2,5,8-triazaspiro[3.5]nonane-2-carboxamide ClC=1C=CC(=NC1)N1CC(N(C2(CN(C2)C(=O)NC)C1=O)CC1=CC=C(C=C1)C(F)(F)F)=O